C(C)N1N=C(C=2C1=NC=CC2)C(=O)O 1-ethyl-1H-pyrazolo[3,4-b]pyridine-3-carboxylic acid